3-[(2-fluoro-3-nitrophenyl)methyl]-7-hydroxy-2H,3H,4H-pyrido[2,3-e][1,3]oxazin-2-one FC1=C(C=CC=C1[N+](=O)[O-])CN1C(OC2=C(C1)N=CC(=C2)O)=O